C(C)C(C(=O)O)CCCC.C(CCC)C(CCCCCCCP)(CCCC)CCCC tributyl-octyl-phosphine 2-ethylhexanoate